di(3,5-difluoro methyl-phenyl) diselenide FCC=1C=C(C=C(C1)CF)[Se][Se]C1=CC(=CC(=C1)CF)CF